ClC1=CC=CC(=N1)C1=CC(=CN1)S(=O)(=O)NC1=C(C=C(C(=C1)F)C#N)F 5-(6-chloropyridin-2-yl)-N-(4-cyano-2,5-difluorophenyl)-1H-pyrrole-3-sulfonamide